C(C=C)(=O)OC1=CC(=C(C(=O)C2=CC=C(C=C2)OC)C=C1)OCC 4-acryloyloxy-ethoxy-4'-methoxybenzophenone